1-ethyl-3-(oxiran-2-ylmethyl)tetrahydropyrimidin-2(1H)-one C(C)N1C(N(CCC1)CC1OC1)=O